BrC=1C=C(C(=NC1)OC)C=1N=NN(N1)C(CC)C1=CC=CC=C1 5-bromo-2-methoxy-3-(2-(1-phenylpropyl)-2H-tetrazol-5-yl)pyridine